C1=CC=CC=2C3=CC=CC=C3C(C12)COC(=O)NC[C@@H](C(=O)OCC1=CC=CC=C1)CO benzyl (2R)-3-(9-fluorenyl)methoxycarbonylamino-2-hydroxymethylpropionate